CC(C(=O)N[C@@H](CS)C(=O)O)(C)C N-(2,2-dimethyl-1-oxopropyl)-cysteine